BrC=1C=C(N)C=CC1OC1=C(C=C(C=C1)Cl)Cl 3-bromo-4-(2,4-dichlorophenoxy)aniline